(5-((R)-1-(3,5-dichloropyridin-4-yl)ethoxy)-6-methoxy-1-(tetrahydro-2H-pyran-2-yl)-1H-indazol-3-yl)-2-(5-azaspiro[2.3]hexan-5-yl)nicotinonitrile ClC=1C=NC=C(C1[C@@H](C)OC=1C=C2C(=NN(C2=CC1OC)C1OCCCC1)C1=NC(=C(C#N)C=C1)N1CC2(CC2)C1)Cl